ISOPROPYL ((((2R,3S,5R)-5-(4-AMINO-2-OXO-1,3,5-TRIAZIN-1(2H)-YL)-3-HYDROXYTETRAHYDROTHIOPHEN-2-YL)METHOXY)(NAPHTHALEN-1-YLOXY)PHOSPHORYL)-L-ALANINATE NC1=NC(N(C=N1)[C@H]1C[C@@H]([C@H](S1)COP(=O)(OC1=CC=CC2=CC=CC=C12)N[C@@H](C)C(=O)OC(C)C)O)=O